C(C)(C)(C)OC(=O)N1C[C@H](CC1)NC=1C=NC2=NC(=CC=C2C1)Cl (S)-3-((7-chloro-1,8-naphthyridin-3-yl)amino)pyrrolidine-1-carboxylic acid tert-butyl ester